3-(8-(1,4,6-trimethyl-2-oxo-1,2-dihydropyridin-3-yl)chroman-5-yl)propanoic acid CN1C(C(=C(C=C1C)C)C=1C=CC(=C2CCCOC12)CCC(=O)O)=O